CC(C[C@@H](C(=O)N[C@H](C(=O)OC)C[C@H]1C(NCC1)=O)NC(=O)OC1(CC1)CC=1C=NC=CC1)C methyl (S)-2-((S)-4-methyl-2-(((1-(pyridin-3-ylmethyl) cyclopropoxy) carbonyl) amino) pentanamido)-3-((S)-2-oxopyrrolidin-3-yl)propanoate